C(C)(C)(C)OC(=O)N1CCC(CC1)(CO)[C@@H]([C@H](C)O)NC(=O)OC(C)(C)C 4-((1S,2S)-1-((tert-butoxycarbonyl)amino)-2-hydroxypropyl)-4-(hydroxymethyl)piperidine-1-carboxylic acid tert-butyl ester